(3-fluoro-2-methoxy-5-(1-(trifluoromethyl)cyclopropyl)phenyl)boronic acid FC=1C(=C(C=C(C1)C1(CC1)C(F)(F)F)B(O)O)OC